5-{[(Propan-2-yl)amino]methyl}-2,3,4,5-tetrahydro-1H-1-benzazepin-2-one CC(C)NCC1CCC(NC2=C1C=CC=C2)=O